6-((6-fluoropyridin-2-yl)-amino)-N-methoxy-4-((2-methoxy-3-(1-methyl-1H-pyrazol-3-yl)phenyl)amino)-nicotinamide FC1=CC=CC(=N1)NC1=NC=C(C(=O)NOC)C(=C1)NC1=C(C(=CC=C1)C1=NN(C=C1)C)OC